[N+](=O)([O-])C1=CC=C(O1)[C@](N([P@](=O)(OC1=CC=CC=C1)OC1=C(C(=C(C(=C1F)F)F)F)F)C)(C)C(=O)[O-] (5-NITROFURAN-2-YL)METHYL((S)-(PERFLUOROPHENOXY)-(PHENOXY)PHOSPHORYL)-L-ALANINATE